C(CC=CCCCC=CCCCCC)OC(C(=C)F)=O.FC(C1=CC=CC=N1)(F)F 6-(trifluoromethyl)pyridine tetradecane-3,8-dien-1-yl-2-fluoroacrylate